P(=O)(O)(O)O.CN1N=C(N=N1)C1=NC=C(C=C1)C1=C(C=C(C=C1)N1C(O[C@H](C1)CO)=O)F (R)-3-[4-[2-(2-methyltetrazol-5-yl)pyridin-5-yl]-3-fluorophenyl]-5-hydroxymethyloxazolidin-2-one phosphate